[N+](=O)[O-] nitrogen di-oxide